C(C)OC(CC=1C(NC2=CC(=CC=C2C1)OCC1=CC(=CC=C1)Cl)=O)=O 2-(7-(3-chlorobenzyloxy)-quinolin-2-one-3-yl)-acetic acid ethyl ester